The molecule is a glycosyloxyflavone that is luteolin substituted by a beta-D-glucopyranosyl residue at position 4' via a glycosidic linkage. It has been isolated from Olea europaea. It has a role as a plant metabolite. It is a glycosyloxyflavone, a monosaccharide derivative, a beta-D-glucoside and a trihydroxyflavone. It derives from a luteolin. C1=CC(=C(C=C1C2=CC(=O)C3=C(C=C(C=C3O2)O)O)O)O[C@H]4[C@@H]([C@H]([C@@H]([C@H](O4)CO)O)O)O